cycloheptatriene tetrakis(pentafluorophenyl)borate FC1=C(C(=C(C(=C1[B-](C1=C(C(=C(C(=C1F)F)F)F)F)(C1=C(C(=C(C(=C1F)F)F)F)F)C1=C(C(=C(C(=C1F)F)F)F)F)F)F)F)F.C1=CC=CC=CC1